(E)-2-(4-methylbenzylidene)heptanal CC1=CC=C(\C=C(\C=O)/CCCCC)C=C1